N1C=C(C2=CC=CC=C12)C=1C2=C(N=C(N1)NC=1C=C(C(=C(C1)NC(C)=O)N(C)CCN(C)C)F)NC=C2 N-(5-((4-(1H-indol-3-yl)-7H-pyrrolo[2,3-d]pyrimidin-2-yl)amino)-2-((2-(dimethylamino)ethyl)(methyl)amino)-3-fluorophenyl)acetamide